2-(4-chlorophenyl)isoindoline-1,3-dione ClC1=CC=C(C=C1)N1C(C2=CC=CC=C2C1=O)=O